C(C)(=O)NC[C@]12C[C@H](N([C@@H]2C1)C(CN1N=C(C2=CC(=CC=C12)C=1C=NC(=NC1)C)C(C)=O)=O)C(=O)NC1=NC(=CC=C1)Br (1R,3S,5R)-5-(acetamidomethyl)-2-(2-(3-acetyl-5-(2-methylpyrimidin-5-yl)-1H-indazol-1-yl)acetyl)-N-(6-bromopyridin-2-yl)-2-azabicyclo[3.1.0]hexane-3-carboxamide